(9H-fluoren-9-yl)methyl (S)-(1-((4-(((tert-butyldiphenylsilyl)oxy)methyl)phenyl)amino)-6-((diphenyl(tolyl)methyl)amino)-1-oxohexan-2-yl)carbamate [Si](C1=CC=CC=C1)(C1=CC=CC=C1)(C(C)(C)C)OCC1=CC=C(C=C1)NC([C@H](CCCCNC(C1=C(C=CC=C1)C)(C1=CC=CC=C1)C1=CC=CC=C1)NC(OCC1C2=CC=CC=C2C=2C=CC=CC12)=O)=O